C(=O)C=1C=C2C(=NC=NN2C1)C1=CC(=C(C=C1)CNC(OC(C)(C)C)=O)C tert-butyl N-[[4-(6-formylpyrrolo[2,1-f][1,2,4]triazin-4-yl)-2-methyl-phenyl]methyl]carbamate